COCCOCC1=C(C=CC(=N1)C(F)(F)F)C(=C2C(=O)[C@@H]3CC[C@@H](C3)C2=O)O The molecule is a member of the class of pyridines that is pyridine which is substituted at positions 2, 3, and 6 by (2-methoxyethoxy)methyl, (2-hydroxy-4-oxobicyclo[3.2.1]oct-2-en-3-yl)carbonyl, and trifluoromethyl groups, respectively. It is a broad-spectrum herbicide developed by Syngenta and used for the pre- and post-emergence control of weeds in corn. It has a role as a herbicide, an agrochemical and a carotenoid biosynthesis inhibitor. It is a member of pyridines, an aromatic ketone, a carbobicyclic compound, a beta-diketone, an organofluorine compound, an ether, an enol and an enone.